FC(C=1C=CC(=NC1)C1CCC(CC1)N1CC2(CC1)CCS(CC2)(=O)=O)(F)F 2-((1s,4s)-4-(5-(trifluoromethyl)pyridin-2-yl)cyclohexyl)-8-thia-2-azaspiro[4.5]decane 8,8-dioxide